FC=1C=CC(=NC1)CN1CC(CC1)CNC(=O)C1CCN(CC1)C1=NC(=NO1)C1=CC=C(C=C1)OC N-((1-((5-Fluoropyridin-2-yl)methyl)pyrrolidin-3-yl)methyl)-1-(3-(4-Methoxyphenyl)-1,2,4-oxadiazol-5-yl)piperidin-4-carboxamid